Cl.Cl.F[C@H]1CNCC[C@@H]1NC1=CC2=C(N(C=N2)C2C(NC(CC2)=O)=O)C=C1 3-[5-[[(3S,4S)-3-fluoro-4-piperidyl]amino]benzimidazol-1-yl]piperidine-2,6-dione dihydrochloride